N-METHYL-4-(QUINOLIN-2-YL)PYRIDIN-2-AMINE CNC1=NC=CC(=C1)C1=NC2=CC=CC=C2C=C1